C[Si](N1CCN(CC1)CCCCCC)(C=C)C 1-[dimethyl-(vinyl)silyl]-4-hexylpiperazine